[Si](C)(C)(C(C)(C)C)OCC(C)C=1SC(=C(N1)C(F)(F)F)[Sn](CCCC)(CCCC)CCCC 2-(1-((tert-butyldimethylsilyl)oxy)propan-2-yl)-5-(tributylstannyl)-4-(trifluoromethyl)thiazole